1,N6-bis(dibenzo[b,d]furan-4-yl)-N1,N6-diphenylpyrene-1,6-diamine C1=CC=C(C=2OC3=C(C21)C=CC=C3)C3(CC=C2C=CC=1C(=CC=C4C=CC3=C2C14)N(C1=CC=CC=C1)C1=CC=CC4=C1OC1=C4C=CC=C1)NC1=CC=CC=C1